2-methyl-1-propanesulfonic Acid CC(CS(=O)(=O)O)C